6-(benzofuran-5-yl)-N-(5-chloro-6-fluoro-1H-indol-3-yl)-3,4-dihydroisoquinoline-2(1H)-carboxamide O1C=CC2=C1C=CC(=C2)C=2C=C1CCN(CC1=CC2)C(=O)NC2=CNC1=CC(=C(C=C21)Cl)F